NC1=NC=CC(=N1)C1=CC(=C(CNC(=O)C2=CC=3CN(CCC3S2)C)C=C1)C N-(4-(2-aminopyrimidin-4-yl)-2-methylbenzyl)-5-methyl-4,5,6,7-tetrahydrothieno[3,2-c]pyridine-2-carboxamide